BrC1=C(C=C2C=NC(N(C2=C1)C1=C(C=CC=C1)C(C)C)=O)Cl 7-bromo-6-chloro-1-(2-isopropylphenyl)quinazolin-2(1H)-one